ethyl 4-[8-(3-fluoropyridin-4-yl)-3-hydroxyquinolin-2-yl]-4-oxobutanoate FC=1C=NC=CC1C=1C=CC=C2C=C(C(=NC12)C(CCC(=O)OCC)=O)O